6-((1-hydroxy-2-methylpropan-2-yl)amino)-N-(3-(3-methyl-1,2,4-oxadiazol-5-yl)phenyl)-2-(6-azaspiro[2.5]octan-6-yl)nicotinamide OCC(C)(C)NC1=NC(=C(C(=O)NC2=CC(=CC=C2)C2=NC(=NO2)C)C=C1)N1CCC2(CC2)CC1